C(CCC)OC1=CC=C(C=C1)S(=O)(=O)N1C(CCC1)C(=O)NO 1-((4-butoxyphenyl)sulfonyl)-N-hydroxypyrrolidine-2-carboxamide